C12(CC3CC(CC(C1)C3)C2)C(C)(C)OC(=O)CCCOC(=O)C2C3C=CC(C2)C3 5-(3-(2-(1-adamantyl)-2-propoxycarbonyl)propoxycarbonyl)-bicyclo[2.2.1]hept-2-ene